biphenyl-yl[phenyl(biphenylyl)triazineyl]dibenzothiophene C1(=C(C=CC=C1)C1=C(C2=C(SC3=C2C=CC=C3)C=C1)C1=NN=NC(=C1C1=C(C=CC=C1)C1=CC=CC=C1)C1=CC=CC=C1)C1=CC=CC=C1